ClC1=C(C=CC=2C(N3[C@@H](CN(C21)C)CN(CC3)C(C=C)=O)=O)C3=C2C=NNC2=CC=C3C (12aS)-10-chloro-11-methyl-9-(5-methyl-1H-indazol-4-yl)-2-(prop-2-enoyl)-1,3,4,11,12,12a-hexahydropyrazino[2,1-c][1,4]benzodiazepin-6(2H)-one